ClC=1C=C(C(=O)NC2=NC=CC=C2)C=C(C1)C=1C=NC=CC1C 3-chloro-5-(4-methylpyridin-3-yl)-N-(pyridin-2-yl)benzamide